3-chloro-5-((4-(difluoromethyl)-6-oxo-1,6-dihydropyrimidin-5-yl)oxy)benzonitrile ClC=1C=C(C#N)C=C(C1)OC1=C(N=CNC1=O)C(F)F